6-phenylimidazo[1,2-a]pyridine C1(=CC=CC=C1)C=1C=CC=2N(C1)C=CN2